5-(4-bromo-3-methoxyphenyl)-1,3,4-trimethylpyridin-2(1H)-one BrC1=C(C=C(C=C1)C=1C(=C(C(N(C1)C)=O)C)C)OC